5-iodo-7-((cis)-2-(piperidin-4-yl)-1,3-dioxan-5-yl)-7H-pyrrolo[2,3-d]pyrimidin-4-amine IC1=CN(C=2N=CN=C(C21)N)[C@@H]2CO[C@@H](OC2)C2CCNCC2